2-Propanyl 4-{(3S,5aR,6R,7R,8aS)-7-hydroxy-6-[(3R)-3-hydroxy-5-phenylpentyl]octahydro-2H-cyclopenta[b]oxepin-3-yl}butanoate O[C@H]1[C@@H]([C@@H]2[C@@H](OC[C@H](CC2)CCCC(=O)OC(C)C)C1)CC[C@H](CCC1=CC=CC=C1)O